N[C@H](C(=O)O)[C@@H](C)O (2S,3R)-2-amino-3-hydroxybutanoic acid